N-(6-(1-(2-Aminoethyl)-1H-imidazol-4-yl)-2-methoxypyridin-3-yl)-5-methyl-3-phenylisoxazole-4-carboxamide dihydrochloride Cl.Cl.NCCN1C=NC(=C1)C1=CC=C(C(=N1)OC)NC(=O)C=1C(=NOC1C)C1=CC=CC=C1